3-cyano-N-(4-cyano-2,6-diisopropylphenylcarbamoyl)-5-(2-hydroxypropan-2-yl)benzenesulfonamide C(#N)C=1C=C(C=C(C1)C(C)(C)O)S(=O)(=O)NC(NC1=C(C=C(C=C1C(C)C)C#N)C(C)C)=O